FC(C(C=1C2=C(C(=C(C(=C2C(=C2C(=C(C(=C(C12)[Ga])F)F)F)C(C(C(F)(F)F)(F)F)(F)F)F)F)F)F)(F)F)(C(F)(F)F)F (9,10-bis(heptafluoropropyl)heptafluoroanthryl)gallium